2-(3-fluoropiperidin-1-yl)-N'-(4-iodo-2-(6-azaspiro[2.5]oct-6-yl)benzoyl)-6-methylpyrimidine-4-carbohydrazide FC1CN(CCC1)C1=NC(=CC(=N1)C(=O)NNC(C1=C(C=C(C=C1)I)N1CCC2(CC2)CC1)=O)C